COC(C)(C)C=1C=C(C2=C(N=C(O2)N2CC3CCC(C2)N3C(=O)OC(C)(C)C)C1OC(F)(F)F)C=1SC=CN1 tert-Butyl 3-(5-(2-methoxypropan-2-yl)-7-(thiazol-2-yl)-4-(trifluoromethoxy)benzo[d]oxazol-2-yl)-3,8-diazabicyclo[3.2.1]octane-8-carboxylate